SCCC(=O)OCC(COC(CCS)=O)(COC(CCS)=O)CO pentaerythritol tris(3-mercapto propionate)